hexadecenelactone tert-butyl-(S)-4-(5-cyclobutyl-7-(3-fluorophenyl)-7H-pyrrolo[2,3-d]pyrimidin-4-yl)-3-methylpiperazine-1-carboxylate C(C)(C)(C)OC(=O)N1C[C@@H](N(CC1)C=1C2=C(N=CN1)N(C=C2C2CCC2)C2=CC(=CC=C2)F)C.C2(C=CCCCCCCCCCCCCCO2)=O